BrC=1C=C(C=NC(C(=O)O)CC2=CC=C(C=C2)O)C=C(C1)O 2-(3-bromo-5-hydroxybenzylideneamino)-3-(4-hydroxyphenyl)propanoic acid